Gallium phosphit P([O-])([O-])[O-].[Ga+3]